2-(7-cyano-5-(methoxymethyl)benzo[b]thiophen-2-yl)-4-methylthiazole-5-carboxylic acid C(#N)C1=CC(=CC2=C1SC(=C2)C=2SC(=C(N2)C)C(=O)O)COC